FC=1C(=C(C=CC1F)[C@H]1[C@@H](O[C@]([C@H]1C)(C(F)(F)F)C)C(=O)NC=1C(=NN(C1)C(F)F)C)OC (2R,3S,4S,5R)-3-(3,4-difluoro-2-methoxyphenyl)-N-(1-(difluoromethyl)-3-methyl-1H-pyrazol-4-yl)-4,5-dimethyl-5-(trifluoromethyl)tetrahydrofuran-2-carboxamide